1-(1H-1,2,4-triazol-1-yl)-2-butanol hydrochloride Cl.N1(N=CN=C1)CC(CC)O